diisoDecyl phthalate C(C=1C(C(=O)OCCCCCCCC(C)C)=CC=CC1)(=O)OCCCCCCCC(C)C